9,10-diethoxy-2-ethyl-anthracene C(C)OC=1C2=CC=CC=C2C(=C2C=CC(=CC12)CC)OCC